C1(=CC=CC=C1)N=C=NC1=CC=CC=C1 N,N'-di-phenylcarbodiimide